3-(5-((2-((7-oxaspiro[3.5]nonan-2-yl)amino)cyclohexyl)oxy)-1-oxoisoindolin-2-yl)piperidine-2,6-dione C1C(CC12CCOCC2)NC2C(CCCC2)OC=2C=C1CN(C(C1=CC2)=O)C2C(NC(CC2)=O)=O